C(#CC)OC1=C(C(OC2=CC=CC=C12)=O)C#N propynyloxy-3-cyanocoumarin